C(=C)[B-](F)(F)F.[K+].[K+].C(=C)[B-](F)(F)F potassium potassium vinyltrifluoroborate